4-((2s,5r)-4-(1-(4-(cyclopropylmethoxy)phenyl)propyl)-5-ethyl-2-methylpiperazin-1-yl)-1-methyl-2-oxo-1,2-dihydropyrido[3,2-d]pyrimidine-6-carbonitrile C1(CC1)COC1=CC=C(C=C1)C(CC)N1C[C@@H](N(C[C@H]1CC)C=1C2=C(N(C(N1)=O)C)C=CC(=N2)C#N)C